C(C1=CC=CC=C1)OC1=NC=CC=C1 Benzyloxypyridin